C(C)N1CCC(CC1)CCN1N=C(C=2C1=NC=NC2N)CC2=CC=CC1=CC=CC=C21 1-(2-(1-ethylpiperidin-4-yl)ethyl)-3-(naphthalen-1-ylmethyl)-1H-pyrazolo[3,4-d]pyrimidin-4-amine